FC=1C(=C(C=CC1)C1=C(C=CC(=C1)S(=O)(=O)N(C)C)S(=O)(=O)N)N1CCC(CC1)C=O (3-fluoro-2-(4-formylpiperidin-1-yl)phenyl)-N4,N4-dimethylbenzene-1,4-disulfonamide